FC1=C(OC(=O)C2=CC(=C(C=C2)S(=O)(=O)[O-])O)C=CC=C1.C(C)(C)(C)C1=CC=C(C=C1)[I+]C1=CC=C(C=C1)C(C)(C)C bis(4-(tert-butyl)phenyl)iodonium 4-((2-fluorophenoxy)carbonyl)-2-hydroxybenzenesulfonate